1-(6-Chloro-5-fluoropyridin-3-yl)ethan-1-one ClC1=C(C=C(C=N1)C(C)=O)F